C(C)C(CC(=O)NC(C(=O)O)CCN(CCOCC(F)(F)F)CCCCC1=NC=2NCCCC2C=C1)CC 2-(3-ethylpentanoylamino)-4-[4-(5,6,7,8-tetrahydro-1,8-naphthyridin-2-yl)butyl-[2-(2,2,2-trifluoroethoxy)ethyl]amino]butanoic acid